C(C1=CC=CC=C1)N1C([C@H](CSC2=C1C=C(C(=C2)F)C(NO)=N)NC(OC(C)(C)C)=O)=O tert-butyl N-[(3R)-5-benzyl-8-fluoro-7-(N-hydroxycarbamimidoyl)-4-oxo-2,3-dihydro-1,5-benzothiazepin-3-yl]carbamate